ClC=1C(=NC=CC1)Cl.[K] Potassium dichloropyridine